(R)-3-(3-(3-(2-((6,7-Dihydro-4H-pyrazolo[5,1-c][1,4]oxazin-2-yl)amino)pyrimidin-4-yl)phenyl)isoxazol-5-yl)-3-hydroxy-1-methylpyrrolidin-2-one N1=C(C=C2COCCN21)NC2=NC=CC(=N2)C=2C=C(C=CC2)C2=NOC(=C2)[C@]2(C(N(CC2)C)=O)O